BrC=1C=C(C=NC1)CNC=1C=C(C(=O)N[C@@H]2[C@H](CCCC2)O)C=CC1C 3-{[(5-Bromopyridin-3-yl)methyl]amino}-N-[(1S,2S)-2-hydroxycyclohexyl]-4-methylbenzamide